CN1C=NN=C1 4-methyl-4H-1,2,4-triazol